5-(((trans-3-(3-cyclopropyl-4-(pyridin-4-ylamino)-1H-pyrazol-1-yl)cyclobutyl)methyl)amino)-2-(2,6-dioxopiperidin-3-yl)isoindoline-1,3-dione C1(CC1)C1=NN(C=C1NC1=CC=NC=C1)[C@@H]1C[C@H](C1)CNC=1C=C2C(N(C(C2=CC1)=O)C1C(NC(CC1)=O)=O)=O